C(C)(=O)[O-].C(CCC)[NH+]1C=C(C=C1)CCCC 1,3-Dibutylpyrrolium acetat